The molecule is a hydrochloride resulting from the reaction of equimolar amounts of clomipramine and hydrogen chloride. One of the more sedating tricyclic antidepressants, it is used for the treatment of depression as well as obsessive-compulsive disorder and phobias. It has a role as an antidepressant, a serotonergic antagonist, a serotonergic drug and an anticoronaviral agent. It contains a clomipramine(1+). CN(C)CCCN1C2=CC=CC=C2CCC3=C1C=C(C=C3)Cl.Cl